COC=1N=CC=C2C1N(C=C2C2=C(C=C(C(=C2)[N+](=O)[O-])C)OC=2C=NC=CC2)C 7-methoxy-1-methyl-3-(4-methyl-5-nitro-2-(pyridin-3-yloxy)phenyl)-1H-pyrrolo[2,3-c]pyridine